C(CCC)OC1=C(C=CC=C1)NC(\C=C\C1=C(C=C(C=C1)OC)Cl)=O (E)-N-(2-butoxyphenyl)-3-(2-chloro-4-methoxyphenyl)acrylamide